C(C1=CC=CC=C1)OC(=O)NC(C(=O)OCC)CC1=NNC=N1 ethyl 2-{[(benzyloxy)carbonyl]amino}-3-(1H-1,2,4-triazol-3-yl)propanoate